CN1C(N(C2=C1C=C(C=C2)CCCCC2CCNCC2)C2CNCCC2)=O 3-[3-methyl-2-oxo-5-[4-(4-piperidyl)butyl]benzimidazol-1-yl]piperidine